(S)-3-(3-chloro-4-methylphenyl)-2-(methylamino)propanoic acid ClC=1C=C(C=CC1C)C[C@@H](C(=O)O)NC